N1N=C(C=C1)CN1C(C2=CC=C(C=C2C=N1)S(=O)(=O)C=1C=CC2=C(CCO2)C1)=O 2-((1H-pyrazol-3-yl)methyl)-6-((2,3-dihydrobenzofuran-5-yl)sulfonyl)phthalazin-1(2H)-one